CN(CCN(C=1C(=CC(=C(C1)OC)NC1=NC=CC(=N1)C=1C=C(C=2N(C1)C(=C(N2)C)C(=C)C)F)N)C)C N1-(2-(dimethylamino)ethyl)-N4-(4-(8-fluoro-2-methyl-3-(prop-1-en-2-yl)imidazo[1,2-a]pyridine-6-yl)pyrimidin-2-yl)-5-methoxy-N1-methylbenzene-1,2,4-triamine